2-(1,2,4-triazol-1-yl)-1-[1-(trifluoromethyl)cyclopropyl]ethanol N1(N=CN=C1)CC(O)C1(CC1)C(F)(F)F